(2,4-dimethylpentadienyl)(methylcyclopentadienyl)ruthenium CC(=C[Ru]C1(C=CC=C1)C)C=C(C)C